tert-butyl 4-(4-(((tert-butoxycarbonyl)amino)methyl)-2-chloro-6-methylphenyl)-4-cyano-butanoate C(C)(C)(C)OC(=O)NCC1=CC(=C(C(=C1)C)C(CCC(=O)OC(C)(C)C)C#N)Cl